1-t-butoxy-4-(oxiran-2-ylmethyl)-4-hydroxypiperidine C(C)(C)(C)ON1CCC(CC1)(O)CC1OC1